2-bromo-1-(5-bromopyridin-3-yl)ethan-1-one BrCC(=O)C=1C=NC=C(C1)Br